CC1=CC=CC(=N1)C1=NNC(=C1C1=NC2=CC(=CN=C2C=C1)C1=CC=NC=C1)NCCN1CCOCC1 3-(6-methylpyridin-2-yl)-N-(2-(N-morpholinyl)ethyl)-4-(7-(pyridin-4-yl)-1,5-naphthyridin-2-yl)-1H-pyrazol-5-amine